lithium manganese vanadium iron phosphate P(=O)([O-])([O-])[O-].[Fe+2].[V+5].[Mn+2].[Li+]